C1(CC1)C1=NC=NC(=C1C=1N=C(C2=C(N1)CCC2)NCC2=CC=C(C=C2)C=2N(C=C(N2)C(F)(F)F)C(C)C)OC 2-(4-cyclopropyl-6-methoxypyrimidin-5-yl)-N-(4-(1-isopropyl-4-(trifluoromethyl)-1H-imidazol-2-yl)benzyl)-6,7-dihydro-5H-cyclopenta[d]pyrimidin-4-amine